N-(1-(bicyclo[1.1.1]pentan-1-yl)-6-cyano-4-fluoro-1H-benzo[d]imidazol-2-yl)-4,4,4-trifluoro-3,3-dimethylbutanamide C12(CC(C1)C2)N2C(=NC1=C2C=C(C=C1F)C#N)NC(CC(C(F)(F)F)(C)C)=O